(R)-5-((diethoxy-phosphoryl)fluoromethyl)benzo[b]thiophene-2-carboxylic acid C(C)OP(=O)(OCC)[C@H](C1=CC2=C(SC(=C2)C(=O)O)C=C1)F